xanthyl Peroxide C1=CC=CC=2OC3=CC=CC=C3C(C12)OOC1C2=CC=CC=C2OC=2C=CC=CC12